C(#N)C1=C(N=C(S1)N(N1C(=NC=C1)CC)C)C1=CC=C(C=C1)F 3-((5-cyano-4-(4-fluorophenyl)thiazol-2-yl)(methyl)amino)-2-ethylimidazol